2-[2-[2-[2-[2-[2-[[2-[4-[6-(dimethyl-amino)pyridin-3-yl]phenyl]-1,3-benzothiazol-6-yl]amino]ethoxy]ethoxy]ethoxy]ethoxy]-ethoxy]ethanoic acid CN(C1=CC=C(C=N1)C1=CC=C(C=C1)C=1SC2=C(N1)C=CC(=C2)NCCOCCOCCOCCOCCOCC(=O)O)C